3-(1'-(2-chlorobenzyl)-6-oxo-6,8-dihydro-2H,7H-spiro[furo[2,3-e]isoindole-3,4'-piperidin]-7-yl)piperidine-2,6-dione ClC1=C(CN2CCC3(CC2)COC2=C4CN(C(C4=CC=C23)=O)C2C(NC(CC2)=O)=O)C=CC=C1